4-(methylthio)cyclohexanol CSC1CCC(CC1)O